FCC(=O)[C@](O)(C[N+](C)(C)C)CC([O-])=O fluoroacetyl-L-carnitine